C(C(O)C)(=O)O.COCCCCC(=O)NC1=CC=C2C(=N1)C(=CN2)C2CCN(CC2)C(C)C 5-(5-methoxypentanoyl)amino-3-(1-isopropyl-piperidin-4-yl)pyrrolo[3,2-b]pyridine lactate